Di-tridecyl 3,3'-thiodipropionate S(CCC(=O)OCCCCCCCCCCCCC)CCC(=O)OCCCCCCCCCCCCC